4-hydroxylbutylamine OCCCCN